tert-butyl (S)-3-(2-hydroxyethyl)-1-oxo-2,8-diazaspiro[4.5]decane-8-carboxylate OCC[C@H]1NC(C2(C1)CCN(CC2)C(=O)OC(C)(C)C)=O